BrC1=C(SC(=C1F)CC(C)C)S(=O)(=O)NC(C)(C)C 3-bromo-N-(tert-butyl)-4-fluoro-5-isobutyl-thiophene-2-sulfonamide